7-(5-chloro-2-(2-(5-cyano-6-(4-(2-fluoroethyl)piperazin-1-yl)-2-methyl-4-oxo-7-(trifluoromethyl)quinazolin-3(4H)-yl)ethoxy)phenyl)-5-methylthieno[3,2-b]pyridine-3-carboxylic acid ClC=1C=CC(=C(C1)C1=C2C(=NC(=C1)C)C(=CS2)C(=O)O)OCCN2C(=NC1=CC(=C(C(=C1C2=O)C#N)N2CCN(CC2)CCF)C(F)(F)F)C